FC1=CC=C(C=2NC(=NC21)C(=O)O)OC 4-fluoro-7-methoxy-1H-benzimidazole-2-carboxylic acid